8-acetyl-2-(4,4-difluoropiperidin-1-yl)-3,6,7-trimethylquinazolin-4(3H)-one C(C)(=O)C=1C(=C(C=C2C(N(C(=NC12)N1CCC(CC1)(F)F)C)=O)C)C